4-[4-(trifluoromethyl)-benzyl]-L-proline FC(C1=CC=C(CC2C[C@H](NC2)C(=O)O)C=C1)(F)F